methyl 2-(3-(4-aminopyrimidin-2-yl) phenyl)-2-methylpropionate NC1=NC(=NC=C1)C=1C=C(C=CC1)C(C(=O)OC)(C)C